OC(CO)C1=C2C(=NN(C2=CC=C1)C1=CC=C(C=C1)S(F)(F)(F)(F)F)CNC(C=C)=O N-((4-(1,2-dihydroxyethyl)-1-(4-(pentafluoro-λ6-sulfanyl)phenyl)-1H-indazol-3-yl)methyl)acrylamide